FC(C1=CC=C(C=C1)CCOC(CCC#N)OCCC1=CC=C(C=C1)C(F)(F)F)(F)F 4,4-bis(4-(trifluoromethyl)phenylethoxy)butyronitrile